(R)-4-(2-(((R)-2-(5-fluoropyridin-3-yl)-2-hydroxyethyl)amino)-2-methyl-propyl)piperidin-2-one FC=1C=C(C=NC1)[C@H](CNC(C[C@@H]1CC(NCC1)=O)(C)C)O